C1(CC1)NC(C1=C(C(=CC=C1)F)SC1=CC=C2C(=NN(C2=C1)C1OCCCC1)I)=O N-cyclopropyl-3-fluoro-2-(3-iodo-1-tetrahydropyran-2-yl-indazol-6-yl)sulfanylbenzamide